FC(C1=C(NC(CC(=O)C)=O)C=CC=C1)(F)F 2'-(trifluoromethyl)acetoacetanilide